C(C)C1=C(C(=NC(=C1C(=O)SCC)CC)C1=CC=CC=C1)C(=O)OCC Ethyl 4,6-diethyl-5-ethylsulfanylcarbonyl-2-phenylpyridine-3-carboxylate